(2R,4R)-4-[[(2S)-2-amino-2,3-dimethyl-butanoyl]amino]-2-(4-boronobutyl)pyrrolidine-2-carboxylic acid N[C@](C(=O)N[C@@H]1C[C@@](NC1)(C(=O)O)CCCCB(O)O)(C(C)C)C